(2S,3S,4R)-1-O-(α-D-galactosyl)-2-(N-triacontanoylamino)-1,3,4-octanetriol [C@H]1([C@H](O)[C@@H](O)[C@@H](O)[C@H](O1)CO)OC[C@@H]([C@@H]([C@@H](CCCC)O)O)NC(CCCCCCCCCCCCCCCCCCCCCCCCCCCCC)=O